(5,5-difluoro-1-(3-methyl-6-((4-(trifluoromethoxy)pyridin-2-yl)amino)pyridine-2-carbonyl)piperidin-2-yl)(pyrrolidin-1-yl)methanone FC1(CCC(N(C1)C(=O)C1=NC(=CC=C1C)NC1=NC=CC(=C1)OC(F)(F)F)C(=O)N1CCCC1)F